2-(Trimethylsilyl)ethyl (S)-(3-(4-(chloromethyl)-3-fluorophenoxy)-3-(thiophen-2-yl)propyl)(methyl)carbamate ClCC1=C(C=C(O[C@@H](CCN(C(OCC[Si](C)(C)C)=O)C)C=2SC=CC2)C=C1)F